CC1CCC2(C3C=CC(C2C1)C3)C(C)=O (7-methyl-1,5,6,7,8,8a-hexahydro-1,4-methanonaphthalen-4a(4H)-yl)ethan-1-one